6-(2-amino-5-(3,4-dihydro-2H-benzo[b][1,4]dioxepin-7-yl)-6-fluoropyridin-3-yl)-7-fluoro-3,4-dihydroisoquinolin-1(2H)-one NC1=NC(=C(C=C1C=1C=C2CCNC(C2=CC1F)=O)C1=CC2=C(OCCCO2)C=C1)F